4-bromo-3-[[(ethylmethylamino)carbonyl]amino]-6-fluoro-2-methyl-N-(5-methyl-1,3,4-oxadiazol-2-yl)benzamide BrC1=C(C(=C(C(=O)NC=2OC(=NN2)C)C(=C1)F)C)NC(=O)N(C)CC